beta-methyl-beta-hydroxybutyrate CC(CC(=O)[O-])(C)O